4-Methyl-1,2-pentylene oxide CC(CC1CO1)C